N1(N=NC2=C1C=CC=C2)C2=NC(=CC(=N2)N=S(=O)(C)C)N2[C@@H](COCC2)C (R)-((2-(1H-benzo[d]-[1,2,3]triazol-1-yl)-6-(3-methylmorpholino)-pyrimidin-4-yl)imino)-dimethyl-λ6-sulfanone